CNC=1C(=NS(N1)=O)NCCCN(CCCCCCCC(=O)OCCC(CCCCC)CCCCC)CCCCCCCC(=O)OCCC(CCCCC)CCCCC bis(3-pentyloctyl) 8,8'-((3-((4-(methylamino)-1-oxido-1,2,5-thiadiazol-3-yl)amino)propyl)azanediyl)dioctanoate